COC1=CC=CC(=N1)CCCO 3-(6-methoxypyridin-2-yl)propan-1-ol